(S)-7-(1-(3-(4-aminophenyl)propionyl)piperidin-4-yl)-2-(4-phenoxyphenyl)-4,5,6,7-tetrahydropyrazolo[1,5-a]pyrimidine-3-carboxamide NC1=CC=C(C=C1)CCC(=O)N1CCC(CC1)[C@@H]1CCNC=2N1N=C(C2C(=O)N)C2=CC=C(C=C2)OC2=CC=CC=C2